2-((6-(dimethylamino)pyrimidin-4-yl)amino)butyric acid CN(C1=CC(=NC=N1)NC(C(=O)O)CC)C